tert-butyl ((1-(4-((3-iodoimidazo[1,2-a]pyrazin-8-yl)amino)-2-methylbenzoyl)piperidin-4-yl)methyl)carbamate IC1=CN=C2N1C=CN=C2NC2=CC(=C(C(=O)N1CCC(CC1)CNC(OC(C)(C)C)=O)C=C2)C